2-vinyl-2'-propylbiphenyl C(=C)C1=C(C=CC=C1)C1=C(C=CC=C1)CCC